FC1=CC=C(OCCCNC(=O)C=2C=C(C=NC2OC)C2=CC=C3C(=NNC3=C2)C(=O)NC)C=C1 6-(5-{[3-(4-fluorophenoxy)-propyl]carbamoyl}-6-methoxy-pyridin-3-yl)-N-methyl-1H-indazole-3-carboxamide